(1s,3s)-3-((6-(5-(((N-(cyclopentylmethyl)-N-methylsulfamoyl)amino)methyl)-1-methyl-1H-1,2,3-triazol-4-yl)-2-methylpyridin-3-yl)oxy)cyclohexane-1-carboxylic acid C1(CCCC1)CN(S(=O)(=O)NCC1=C(N=NN1C)C1=CC=C(C(=N1)C)O[C@@H]1C[C@H](CCC1)C(=O)O)C